N=1C=NN2C1C=C(C=C2)OC2=C(C=C(C=C2)NC2=NC=NC1=C2N=C(N=C1)OC1CCN(CC1)C(C=C)=O)C 1-(4-((8-((4-([1,2,4]triazolo[1,5-a]pyridin-7-yloxy)-3-methylphenyl)amino)pyrimido[5,4-d]pyrimidin-2-yl)oxy)piperidin-1-yl)prop-2-en-1-one